undecatetraene CCC/C=C/C=C/C=C/C=C